C1(CC2C(CC1)O2)CC[Si](OC)(OC)C 2-(3,4-epoxycyclohexyl)ethylmethyldimethoxysilane